(2R)-1-(benzyloxy)-3-(4-cyanophenyl)-1-oxopropan-2-yl (2S)-2-[[(tert-butoxy) carbonyl] (methyl) amino]-4-methylvalerate C(C)(C)(C)OC(=O)N([C@H](C(=O)O[C@@H](C(=O)OCC1=CC=CC=C1)CC1=CC=C(C=C1)C#N)CC(C)C)C